2-(isoindolin-2-ylmethyl)-5-(prop-2-yn-1-yloxy)-4H-pyran-4-one C1N(CC2=CC=CC=C12)CC=1OC=C(C(C1)=O)OCC#C